ClC1=C(C=CC=C1Cl)SC=1C=2N(C(=NC1)N1CCC3(CCC[C@@H]3N)CC1)C=CN2 (S)-8-(8-((2,3-dichlorophenyl)thio)imidazo[1,2-c]pyrimidin-5-yl)-8-azaspiro[4.5]decan-1-amine